6-[[1-cyclopropyl-3-(trifluoromethyl)pyrazol-4-yl]methylene]-2-azaspiro[3.3]heptane-2-carboxylic acid tert-butyl ester C(C)(C)(C)OC(=O)N1CC2(C1)CC(C2)=CC=2C(=NN(C2)C2CC2)C(F)(F)F